C(C)[C@H]1OC2=C(CNC1)C=C1C(=C2)OC(O1)(F)F (R)-6-ethyl-2,2-difluoro-6,7,8,9-tetrahydro-[1,3]dioxolano[4',5':4,5]benzo[1,2-f][1,4]oxazepine